3-[(2-cyanocyclopropanecarbonyl)amino]-1-[4-(cyanomethyl)-3-fluoro-1-[(2-fluoro-6-phenyl-3-pyridyl)methyl]-4-piperidyl]pyrazole-4-carboxamide C(#N)C1C(C1)C(=O)NC1=NN(C=C1C(=O)N)C1(C(CN(CC1)CC=1C(=NC(=CC1)C1=CC=CC=C1)F)F)CC#N